C(C)(C)(C)SN S-(tert-butyl)thiohydroxylamine